2-(5-(((tert-butoxycarbonyl)amino)methyl)-2-(8-(2-(methoxycarbonyl)-6-(propylcarbamoyl)pyridin-3-yl)-4,5-dihydrobenzo[b]thieno[2,3-d]oxepine-9-carboxamido)phenyl)acetic acid C(C)(C)(C)OC(=O)NCC=1C=CC(=C(C1)CC(=O)O)NC(=O)C1=CC2=C(OCCC3=C2SC=C3)C=C1C=1C(=NC(=CC1)C(NCCC)=O)C(=O)OC